(1R,3s,5S)-8-(5-(5-fluoro-2-methoxypyridin-4-yl)-1H-pyrazole-3-carbonyl)-N-(3-(trifluoromethyl)-1-oxaspiro[3.5]nonan-7-yl)-8-azabicyclo[3.2.1]octane-3-carboxamide FC=1C(=CC(=NC1)OC)C1=CC(=NN1)C(=O)N1[C@H]2CC(C[C@@H]1CC2)C(=O)NC2CCC1(C(CO1)C(F)(F)F)CC2